(2R,3S)-3-(2-((4-bromo-1H-benzo[d]imidazol-5-yl)amino)-4,5-dihydro-1H-imidazole-1-carbonyl)-2-((1-methyl-1H-imidazol-5-yl)methyl)pentyl oleate C(CCCCCCC\C=C/CCCCCCCC)(=O)OC[C@@H]([C@H](CC)C(=O)N1C(=NCC1)NC1=C(C2=C(NC=N2)C=C1)Br)CC1=CN=CN1C